C(C)(C)N(C(=O)C1=C(C=CC(=C1)F)N1C=C(C=2C1=C(N=CC2)F)C(=O)C2CN(C2)C(=O)[C@H]2N([C@@H]1CC[C@H]2C1)C(=O)OC(C)(C)C)C(C)C tert-Butyl (1R,3S,4S)-3-(3-(1-(2-(diisopropylcarbamoyl)-4-fluorophenyl)-7-fluoro-1H-pyrrolo[2,3-c]pyridine-3-carbonyl)azetidine-1-carbonyl)-2-azabicyclo[2.2.1]-heptane-2-carboxylate